2-chloro-4-(((4-nitronaphthalen-1-yl)oxy)methyl)pyridine ClC1=NC=CC(=C1)COC1=CC=C(C2=CC=CC=C12)[N+](=O)[O-]